3-(2-(4-(4-ethoxy-6-((4-methoxybenzyl)oxy)pyridin-3-yl)-2-fluorophenyl)acetamido)-5-(trifluoromethyl)benzoic acid C(C)OC1=C(C=NC(=C1)OCC1=CC=C(C=C1)OC)C1=CC(=C(C=C1)CC(=O)NC=1C=C(C(=O)O)C=C(C1)C(F)(F)F)F